7-bromo-3-methoxy-4H-pyrido[1,2-a]pyrimidin-4-one BrC=1C=CC=2N(C(C(=CN2)OC)=O)C1